CC1=CC=C(C(=O)OC2=C(C(=CC(=C2)Cl)C=NC2=CC(=CC(=C2)Cl)Cl)OC(C(C)C)=O)C=C1 5-chloro-3-((3,5-dichlorophenylimino)-methyl)-2-(isobutyryl-oxy)phenyl 4-methyl-benzoate